N-[(5S,6S)-5-(4-fluorophenyl)-3-methyl-7-oxo-1,2,8-triazatricyclo[6.3.1.04,12]dodeca-2,4(12)-dien-6-yl]-3-methylbenzamide FC1=CC=C(C=C1)[C@H]1C=2C(=NN3CCCN(C([C@H]1NC(C1=CC(=CC=C1)C)=O)=O)C32)C